1-(6-methylpyrazolo[5,1-b]thiazol-7-yl)ethan-1-one CC1=NN2C(SC=C2)=C1C(C)=O